CN(C)CC1=C2C(=NC=C1)N(N=C2)C2=CC=C(C=C2)OC(F)(F)F 4-((dimethylamino)methyl)-1-(4-(trifluoromethoxy)phenyl)-1H-pyrazolo[3,4-b]pyridine